(S)-tert-butyl 7-(2-(3-((3-methoxy-1-(6-methoxypyridin-3-yl)-3-oxopropyl) amino) azetidin-1-yl) ethyl)-3,4-dihydro-1,8-naphthyridine-1(2H)-carboxylate COC(C[C@@H](C=1C=NC(=CC1)OC)NC1CN(C1)CCC1=CC=C2CCCN(C2=N1)C(=O)OC(C)(C)C)=O